CC1=C(C=CC(=C1)NCC1=CC=C(C=C1)C(F)(F)F)NC(=O)C1(CC1)N 1-Amino-cyclopropanecarboxylic acid [2-methyl-4-(4-trifluoromethyl-benzylamino)-phenyl]-amide